N-(5-((1H-Spiro[furo[3,4-c]pyridine-3,3'-piperidin]-1'-yl)methyl)-4-fluorothiazol-2-yl)acetamide N1(CC2(CCC1)OCC1=C2C=NC=C1)CC1=C(N=C(S1)NC(C)=O)F